O1S(NC(C=C1)=O)(=O)=O 1,2,3-oxathiazin-4-one-2,2-dioxide